C(C)C1=NC=CC(=C1)C(C)(C)NC(CC1(CN(C1)C1CCC(CC1)(C)O)C=1C(=NOC1)C(=O)N)=O (3-(2-((2-(2-ethylpyridin-4-yl)propan-2-yl)amino)-2-oxoethyl)-1-(4-hydroxy-4-methylcyclohexyl)azetidin-3-yl)isoxazole-3-carboxamide